diallyl-methyl-ethylammonium ethylsulfate C(C)OS(=O)(=O)[O-].C(C=C)[N+](CC)(C)CC=C